[Na+].C(CN(CCC(=O)[O-])CCC(=O)[O-])N(CCC(=O)[O-])CCC(=O)[O-].[Na+].[Na+].[Na+] ethylenediaminetetrapropionic acid sodium salt